FC1(CN(CC1)C1=NC=CC=2C3=CC=CC=C3C[C@H](C3=NN(C=C3C(NC12)=O)C(C)C)C)F (15R)-6-(3,3-difluoropyrrolidin-1-yl)-12-isopropyl-15-methyl-5,8,12,13-tetrazatetracyclo[15.4.0.02,7.010,14]henicosa-1(21),2(7),3,5,10,13,17,19-octaen-9-one